C(#N)C1=NC=C(C(=O)NC2=CC(=CC=C2)[C@H](C)NC=2C=NC=3C(N2)=NN(C3)CC)C=C1C (S)-6-cyano-N-(3-(1-((2-ethyl-2H-pyrazolo[3,4-b]pyrazin-6-yl)amino)ethyl)phenyl)-5-methylnicotinamide